2-[4-[3-[1-(5-chloropyrimidin-2-yl)-4-piperidyl]propoxy]-2-fluoro-phenyl]-1-[3-[[[(2S,3R,4R)-2,3,4,5-tetrahydroxypentyl]amino]methyl]-azetidin-1-yl]ethanone ClC=1C=NC(=NC1)N1CCC(CC1)CCCOC1=CC(=C(C=C1)CC(=O)N1CC(C1)CNC[C@@H]([C@H]([C@@H](CO)O)O)O)F